NCCCCCN1CCC(CC1)N1N=C2C=C(C(=CC2=C1)NC(=O)C1=NC(=CC=C1)C(F)(F)F)OC N-(2-(1-(5-aminopentyl)piperidin-4-yl)-6-methoxy-2H-indazol-5-yl)-6-(trifluoromethyl)pyridinecarboxamide